di(p-tert-butyl-phenyl)methylene(cyclopentadienyl)(1,1',3,6,8,8'-hexamethyl-2,7-dihydrodicyclopentafluorenyl)zirconium dichloride [Cl-].[Cl-].C(C)(C)(C)C1=CC=C(C=C1)C(=[Zr+2](C1C(C=2C(C=3C(=C4C=5CC(C=CC5CC24)(C)C)C(=CC3)C)=C1C)(C)C)C1C=CC=C1)C1=CC=C(C=C1)C(C)(C)C